CS=C[C@H](O)[C@H](O)[C@H](O)CO S-methyl-thioribose